tris[(3,5-dichloro)phenyl]silanol ClC=1C=C(C=C(C1)Cl)[Si](O)(C1=CC(=CC(=C1)Cl)Cl)C1=CC(=CC(=C1)Cl)Cl